N-([1-[(4,5-dichloro-2-hydroxyphenyl)methyl]-4-hydroxypiperidin-4-yl]methyl)acetamide ClC1=CC(=C(C=C1Cl)CN1CCC(CC1)(O)CNC(C)=O)O